1-methyl-5-(3-methylpyridin-2-yl)-1H-pyrrole-3-carboxylic acid methyl ester COC(=O)C1=CN(C(=C1)C1=NC=CC=C1C)C